NC=1SC2=C(N1)C(=CC=C2)Br 2-amino-4-bromobenzothiazole